NC1=C2C(=NC=N1)N(N=C2C2=CC=C(C=C2)OC2=CC=CC=C2)C2CCN(CC2)C(=O)N2CCN(CC2)CCCN2CCC(CC2)C=2C=C1CN(C(C1=CC2)=O)C2C(NC(CC2)=O)=O 3-(5-(1-(3-(4-(4-(4-amino-3-(4-phenoxyphenyl)-1H-pyrazolo[3,4-d]pyrimidin-1-yl)piperidine-1-carbonyl)piperazin-1-yl)propyl)piperidin-4-yl)-1-oxoisoindolin-2-yl)piperidine-2,6-dione